Phosphodiazepine P(=O)(=O)C1=NNC=CC=C1